[6-(5-cyclopropyl-4H-1,2,4-triazol-3-yl)-2-azaspiro[3.3]heptan-2-yl]-[6-[[2-fluoro-4-(trifluoromethyl)phenyl]methyl]-2-azaspiro[3.3]heptan-2-yl]methanone C1(CC1)C=1NC(=NN1)C1CC2(CN(C2)C(=O)N2CC3(C2)CC(C3)CC3=C(C=C(C=C3)C(F)(F)F)F)C1